N-((7-Bromo-4-methoxybenzofuran-2-yl)methyl)pyrazolo[1,5-a]pyrimidine-3-carboxamide BrC1=CC=C(C=2C=C(OC21)CNC(=O)C=2C=NN1C2N=CC=C1)OC